N-(4-cyclopropyl-2,5-difluorophenyl)-4-methyl-5-(thiazol-2-yl)-1H-pyrrol-3-sulfonamide C1(CC1)C1=CC(=C(C=C1F)NS(=O)(=O)C1=CNC(=C1C)C=1SC=CN1)F